2-bromo-4,5,6,7-tetrahydropyrazolo[1,5-a]pyrimidin-6-yl tert-butyl carbonate C(OC1CNC=2N(C1)N=C(C2)Br)(OC(C)(C)C)=O